C(C)(C)(C)OC(NC1=NC(=NS1)C(CC)=O)=O (3-propionyl-1,2,4-thiadiazol-5-yl)carbamic acid tert-butyl ester